4-(2-naphthaloyl)-5-(dimethylamino)-3-phenylfuran-2(5H)-one C1=C(C=CC2=CC=CC=C12)C(=O)C1=C(C(OC1N(C)C)=O)C1=CC=CC=C1